5-(di-tert-butylphosphino(phosphanyl))-1',3',5'-triphenyl-1H-1,4'-bipyrazole C(C)(C)(C)P(C(C)(C)C)PC1=CC=NN1C=1C(=NN(C1C1=CC=CC=C1)C1=CC=CC=C1)C1=CC=CC=C1